1-(2-{3,6-diazabicyclo[3.2.0]hept-3-yl}-5-fluoropyrimidin-4-yl)-N-{imidazo[1,2-a]pyridin-3-ylmethyl}azetidine-3-carboxamide C12CN(CC2NC1)C1=NC=C(C(=N1)N1CC(C1)C(=O)NCC1=CN=C2N1C=CC=C2)F